C(=CCCCCCCCCCCCCCCCC)OC[C@@H](OC=CCCCCCCCCCCCCCCCC)COP(=O)(O)OCC[N+](C)(C)C 1,2-di-O-octadecenyl-sn-glycero-3-phosphorylcholine